ClC1=C(C=CC=C1C1=C(C(=NC=C1)C1=CC(=C(C=C1)CNC)OC)Cl)NC(C1=NC=C(C=C1)CNC)=O N-(2-chloro-3-(3-chloro-2-(3-methoxy-4-((methylamino)methyl)phenyl)pyridin-4-yl)phenyl)-5-((methylamino)methyl)picolinamide